ICC Iodo-ethane